NC(C(=O)O)C1CCOCC1 2-amino-2-(tetrahydro-2H-pyran-4-yl)acetic acid